C(CC(=O)N)C(C(=O)O)N The molecule is an alpha-amino acid that consists of butyric acid bearing an amino substituent at position 2 and a carbamoyl substituent at position 4. It has a role as a fundamental metabolite. It is an alpha-amino acid and a polar amino acid. It contains a 3-amino-3-oxopropyl group. It is a conjugate base of a glutaminium. It is a conjugate acid of a glutaminate.